C(CCCCCCCCCCCCC)[N-]CCCCCCCCCCCCCC dimyristylamide